Cl.N=1C=NN2C1C=C(C=C2)OC2=C(C=C(C=C2)NC2=NC=NC1=CC=C(C=C21)O[C@@H]2CNCC2)C (S)-N-(4-([1,2,4]triazolo[1,5-a]pyridin-7-yloxy)-3-methylphenyl)-6-(pyrrolidin-3-yloxy)quinazolin-4-amine hydrochloride